BrC1=CN=C(S1)N1CCOCC1 4-(5-bromothiazol-2-yl)morpholine